2,5-diamino-3,4-diethyltoluene NC1=C(C)C=C(C(=C1CC)CC)N